(S)-3-(4-Amino-6-(cyclopropyl(ethyl)amino)pyrido[3,4-d]pyrimidin-8-yl)-2,4-dimethylphenol NC=1C2=C(N=CN1)C(=NC(=C2)N(CC)C2CC2)C=2C(=C(C=CC2C)O)C